4-chloro-2-(trifluoromethyl)benzoic acid ClC1=CC(=C(C(=O)O)C=C1)C(F)(F)F